5-(2-(2-(benzyloxy)ethoxy)ethoxy)-N-(3-methoxybenzyl)-N-(3-(pyrrolidin-1-yl)benzyl)pyridin-2-amine C(C1=CC=CC=C1)OCCOCCOC=1C=CC(=NC1)N(CC1=CC(=CC=C1)N1CCCC1)CC1=CC(=CC=C1)OC